3,5-Dibromoaniline BrC=1C=C(N)C=C(C1)Br